ClC=1C=C2C(=NC1)SC=C2NC(C2=C(C=C(C=C2)I)N2CCC1(CC1)CC2)=O N-(5-chlorothieno[2,3-b]pyridin-3-yl)-4-iodo-2-(6-azaspiro[2.5]oct-6-yl)benzamide